tert-butyl 4-(4-(3-(oxazol-5-ylmethyl)ureido)butyl)piperidine-1-carboxylate O1C=NC=C1CNC(NCCCCC1CCN(CC1)C(=O)OC(C)(C)C)=O